O1COCC2=C1C=CC(=C2)C(N2CCN(CC2)C(=O)ON2N=NC1=C2C=CC=C1)C1=CC2=C(OCOC2)C=C1 1H-benzo[d][1,2,3]triazol-1-yl 4-(bis(4H-benzo[d][1,3]dioxin-6-yl)methyl)piperazine-1-carboxylate